2-bromo-1,1-dimethoxyEthyl-ethane BrCC(OC)(OC)CC